COC1=CC=C(COC=2C(=C(C(=CC2)C)N2C3=C(C4=C2N=CN=C4N)C=C(C(=N3)C)C(C)OCCC)C)C=C1 9-(3-((4-methoxybenzyl)oxy)-2,6-dimethylphenyl)-7-methyl-6-(1-propoxyethyl)-9H-pyrido[3',2':4,5]pyrrolo[2,3-d]pyrimidin-4-amine